pyridinedisulfonate N1=C(C(=CC=C1)S(=O)(=O)[O-])S(=O)(=O)[O-]